NC1=C(C=C(C=O)C=C1)Cl 4-AMINO-3-CHLOROBENZALDEHYDE